3,4-bis(di-n-hexylphosphino)-thiophene C(CCCCC)P(C1=CSC=C1P(CCCCCC)CCCCCC)CCCCCC